CC/C=C\\C[C@@H](C(/C=C/C=C/C=C\\C/C=C\\CCCCCC(=O)[O-])O)O The molecule is a docosanoid anion that is the conjugate base of 16,17(S)-dihydroxy-(7Z,10Z,13E,14E,19Z)-docosapentaenoic acid, obtained by deprotonation of the carboxy group; major species at pH 7.3. It is a docosanoid anion and a hydroxy polyunsaturated fatty acid anion. It is a conjugate base of a 16,17(S)-dihydroxy-(7Z,10Z,13E,14E,19Z)-docosapentaenoic acid.